O=C1NC(CCC1N1C(C2=CC=CC(=C2C1=O)N1CCC(CC1)CCC(=O)O)=O)=O 3-[1-[2-(2,6-Dioxopiperidin-3-yl)-1,3-dioxoisoindol-4-yl]piperidin-4-yl]propanoic acid